CC1=CC(=NN1C1=CC=C(CNCC(=O)OCC)C=C1)C(F)(F)F ethyl (4-(5-methyl-3-(trifluoromethyl)-1H-pyrazol-1-yl)benzyl)glycinate